C(C)(C)(C)C=1C(=C(C=C(C1)CCC(=O)O)C)O β-(5-tert-butyl-4-hydroxy-3-methylphenyl)propionic acid